methoxy-trimethoxysilane CO[Si](OC)(OC)OC